[Si](C)(C)(C(C)(C)C)OCC1=NC=C(C(=C1)I)F 2-(((tert-butyldimethylsilyl)oxy)methyl)-5-fluoro-4-iodopyridine